2-(Cyclobutoxy)ethanol C1(CCC1)OCCO